tert-Butyl {[1-(1-cyclopentylethyl)-5-oxo-4,5-dihydro-1H-pyrazol-3-yl]-methyl}methylcarbamate C1(CCCC1)C(C)N1N=C(CC1=O)CN(C(OC(C)(C)C)=O)C